S1N=CC=CC2=C1C=CC(=C2)C2=NN=C(O2)OC(=O)N2CCC(CC2)C#N 5-benzothiazepin-7-yl-1,3,4-oxadiazol-2-yl-4-cyano-piperidine-1-carboxylate